N=N DIAZEN